dimethyl 3-oxocyclobutane-1,1-dicarboxylate O=C1CC(C1)(C(=O)OC)C(=O)OC